C(C)(C)(C)OC(=O)N1C([C@@]2(C3=CC(=CC=C13)OC)[C@@H](C2)C2=CC=C1C(=NN(C1=C2)C(=O)OC(C)(C)C)NC=2C=NC(=CC2OCC)S(=O)(=O)C)=O (1R,2S)-2-[1-(tert-Butoxycarbonyl)-3-[(4-ethoxy-6-methylsulfonylpyridin-3-yl)amino]indazol-6-yl]-5'-methoxy-2'-oxospiro[cyclopropane-1,3'-indole]-1'-carboxylic acid tert-butyl ester